ClC1=NC=CC(=C1)C(C)(C)F 2-chloro-4-(2-fluoroprop-2-yl)pyridine